NC1=C2C(=NC=N1)N(N=C2C2=CC=C(C=C2)OC2=CC=CC=C2)C2CCN(CC2)C2CN(C2)CC2CN(C2)C(=O)OC(C)(C)C tert-butyl 3-((3-(4-(4-amino-3-(4-phenoxyphenyl)-1H-pyrazolo[3,4-d]pyrimidin-1-yl)piperidin-1-yl)azetidin-1-yl)methyl)azetidine-1-carboxylate